3-(4-Phenoxyphenyl)-1-(pyrrol-3-yl)-1H-pyrazolo[3,4-d]pyrimidin-4-amine trifluoroacetate FC(C(=O)O)(F)F.O(C1=CC=CC=C1)C1=CC=C(C=C1)C1=NN(C2=NC=NC(=C21)N)C2=CNC=C2